FC1(OC2=C(O1)C=CC(=C2)[C@@H](C)OC=2C=C(C=CC2)N2N=C(C=1CCCC(C21)O[C@@H]2CC[C@H](CC2)C(=O)O)C(F)(F)F)F trans-4-((1-(3-((R)-1-(2,2-difluorobenzo[d][1,3]dioxol-5-yl)ethoxy)phenyl)-3-(trifluoromethyl)-4,5,6,7-tetrahydro-1H-indazol-7-yl)oxy)cyclohexane-1-carboxylic acid